methyl 4-bromo-1-cyclopropyl-1H-pyrazole-3-carboxylate BrC=1C(=NN(C1)C1CC1)C(=O)OC